(S)-3-(4-(9-(4-((3R,5R)-5-((5-bromo-1-methyl-6-oxo-1,6-dihydropyridazin-4-yl)amino)-1-methylpiperidin-3-yl)benzoyl)-3,9-diazaspiro[5.5]undecan-3-yl)phenyl)piperidine-2,6-dione BrC1=C(C=NN(C1=O)C)N[C@@H]1C[C@@H](CN(C1)C)C1=CC=C(C(=O)N2CCC3(CCN(CC3)C3=CC=C(C=C3)[C@H]3C(NC(CC3)=O)=O)CC2)C=C1